tert-butyl 8-methoxy-4-[1-methyl-7-[4-(4-methylpiperazin-1-yl)anilino]-2-oxo-4H-pyrimido[4,5-d]pyrimidin-3-yl]-3,4-dihydro-2H-quinoline-1-carboxylate COC=1C=CC=C2C(CCN(C12)C(=O)OC(C)(C)C)N1C(N(C2=NC(=NC=C2C1)NC1=CC=C(C=C1)N1CCN(CC1)C)C)=O